2-Ethylhexyl-acrylat C(C)C(COC(C=C)=O)CCCC